(E)-[1-(2-{[tert-butyl(dimethyl)silyl]oxy}ethyl)piperidin-2-ylidene](methyl)sulfonium iodide [I-].[Si](C)(C)(C(C)(C)C)OCCN1C(CCCC1)=[S+]C